(S)-1'-(6-amino-5-((2-amino-3-chloropyridin-4-yl)thio)pyrazin-2-yl)-4,6-dihydrospiro[cyclopenta[d]thiazole-5,4'-piperidin]-4-amine NC1=C(N=CC(=N1)N1CCC2(CC1)CC1=C(N=CS1)[C@H]2N)SC2=C(C(=NC=C2)N)Cl